2'-chloro-3'-fluoro-5'-methoxy-6-methyl-[4,4'-bipyridine] ClC1=NC=C(C(=C1F)C1=CC=NC(=C1)C)OC